CS(=O)(=O)NC1CCC(CC1)NC1=NC=C(C(=N1)NC1=CC=CC=C1)C(=O)N 2-((1r,4r)-4-(methylsulfonamido)cyclohex-ylamino)-4-(phenylamino)pyrimidine-5-carboxamide